tert-butyl N-[(1S,3S)-3-{[8-bromo-4-({[4-(pyridin-2-yl)phenyl]methyl}amino)pyrazolo[1,5-a][1,3,5]triazin-2-yl]amino}cyclopentyl]carbamate BrC=1C=NN2C1N=C(N=C2NCC2=CC=C(C=C2)C2=NC=CC=C2)N[C@@H]2C[C@H](CC2)NC(OC(C)(C)C)=O